4,4'-methylenebis(cyclohexyl) diisocyanate C(C1CCC(CC1)N=C=O)C1CCC(CC1)N=C=O